(3,5-bis(1,1,1,3,3,3-hexafluoro-2-methoxy-2-propyl)phenyl)boron FC(C(C(F)(F)F)(OC)C=1C=C(C=C(C1)C(C(F)(F)F)(C(F)(F)F)OC)[B])(F)F